BrC=1C=CC(=C(C1)N1C=NC(=C1)C)[N+](=O)[O-] 1-(5-bromo-2-nitrophenyl)-4-methylimidazole